C1(CC1)N1C(CN(CC1)C1CCN(CC1)C1=C(C=C(C(=C1)OC)NC1=NC=NC(=C1)N1OCC[C@@H]1C1=C(C(=CC=C1)C(F)(F)F)F)NC(C=C)=O)(C)C (R)-N-(2-(4-(4-cyclopropyl-3,3-dimethylpiperazin-1-yl)piperidin-1-yl)-5-((6-(3-(2-fluoro-3-(trifluoromethyl)phenyl)isooxazolidin-2-yl)pyrimidin-4-yl)amino)-4-methoxyphenyl)acrylamide